3,5,7-trimethyloctane CC(CC)CC(CC(C)C)C